N1(CCOCC1)C1=CC=C(N=N1)CNC(=O)C=1C=C2C=CC=NC2=CC1 N-((6-(4-morpholinyl)-3-pyridazinyl)methyl)-6-quinolinecarboxamide